N1C=CC=2C1=NC=C(C2)OC2=C(C(=O)NS(=O)(=O)C1=CC(=C(C=C1)NC)[N+](=O)[O-])C=CC(=C2)N2CCN(CC2)CC2=C(CC1(CCC1)CC2)C2=CC=C(C=C2)Cl 2-((1H-pyrrolo[2,3-b]pyridin-5-yl)oxy)-4-(4-((6-(4-chloro-phenyl)spiro[3.5]non-6-en-7-yl)methyl)piperazin-1-yl)-N-((4-(methylamino)-3-nitrophenyl)sulfonyl)benzamide